COC=1C=CC=2C[C@@H]3[C@@H]4CC[C@@H](C[C@@]4(C2C1)CCN3C)OCCOCCOCCOC (6α)-3-Methoxy-6-{2-[2-(2-methoxyethoxy)ethoxy]ethoxy}-17-methylmorphinan